ONC(/C=C/C1=C(C=CC=C1)N1C(C2(CC1)CCN(CC2)C(=O)OC(C)(C)C)=O)=O tert-butyl (E)-2-(2-(3-(hydroxyamino)-3-oxoprop-1-en-1-yl)phenyl)-1-oxo-2,8-diazaspiro[4.5]decane-8-carboxylate